C1(CC1)CN[C@H]1CN(CCC1)C=1C=NC(=CC1)C(C)C=1C=NN(C1)C1=NC(=CN=C1)N1CCCC1 (3R)-N-(cyclopropylmethyl)-1-(6-(1-(1-(6-(pyrrolidin-1-yl)pyrazin-2-yl)-1H-pyrazol-4-yl)ethyl)pyridin-3-yl)piperidin-3-amine